CN1CC(C(=O)N)=CC=C1 1-methyl-nicotinamide